6-Chloro-3-[1-[2-(1H-indol-2-yl)-4-oxo-6-(trifluoromethyl)chromen-8-yl]ethylamino]pyridine-2-carboxylic acid ClC1=CC=C(C(=N1)C(=O)O)NC(C)C=1C=C(C=C2C(C=C(OC12)C=1NC2=CC=CC=C2C1)=O)C(F)(F)F